fluorenyl-tertiary butylamino-hafnium dichloride [Cl-].[Cl-].C1(=CC=CC=2C3=CC=CC=C3CC12)[Hf+2]NC(C)(C)C